O.[O-]P([O-])(=O)OP(=O)([O-])[O-].[Na+].[Na+].[Na+].[Na+] sodium diphosphate monohydrate